(1S,4S)-4-(3,4-dichlorophenyl)-1,2,3,4-tetrahydro-N-methyl-1-naphthylamine ClC=1C=C(C=CC1Cl)[C@@H]1CC[C@@H](C2=CC=CC=C12)NC